CC1=CC(=NC=C1)N1C(=CC=C1)C=O 1-(4-methylpyridine-2-yl)-1H-pyrrole-2-formaldehyde